Tert-butyl N-(3-aminopropyl)-N-[(2S)-3-(tert-butoxycarbonylamino)-2-hydroxy-propyl]carbamate NCCCN(C(OC(C)(C)C)=O)C[C@H](CNC(=O)OC(C)(C)C)O